1-((6-chloropyridin-2-yl)methyl)-6-(4-methoxy-5H-pyrrolo[3,2-d]pyrimidin-5-yl)-2-methyl-1H-imidazo[4,5-b]pyridine ClC1=CC=CC(=N1)CN1C(=NC2=NC=C(C=C21)N2C=CC=1N=CN=C(C12)OC)C